N-isopropyl-N-(2-methoxyethyl)benzamide hydrochloride Cl.C(C)(C)N(C(C1=CC=CC=C1)=O)CCOC